(1-(6-bromopyridin-3-yl)-2,2,2-trifluoroethyl)-3-cyclopropylurea BrC1=CC=C(C=N1)C(C(F)(F)F)NC(=O)NC1CC1